FC1=C(C=CC=C1)NC=1N=C2C(=NC1NC1=CC=C(C=C1)C)NC(=N2)C(F)(F)F N5-(2-fluorophenyl)-N6-(p-tolyl)-2-(trifluoromethyl)-1H-imidazo[4,5-b]pyrazine-5,6-diamine